(1R,2R)-2-fluoro-N-[2-(2-fluoro-6-methoxyphenyl)-1,3-dimethylpyrrolo[2,3-c]pyridin-5-yl]cyclopropane-1-carboxamide F[C@H]1[C@H](C1)C(=O)NC=1C=C2C(=CN1)N(C(=C2C)C2=C(C=CC=C2OC)F)C